O[C@@]12C(=NC3=CC=C(C=C3C1=O)C)N(CC2)C2=CC=CC=C2 (3aS)-3a-hydroxy-6-methyl-1-phenyl-2,3-dihydropyrrolo[2,3-b]quinolin-4-one